OC1=C(C=C(CCN(C(CC2=CC(=C(C=C2)OC)O)=O)C)C=C1)OC N-(4-Hydroxy-3-methoxyphenethyl)-2-(3-hydroxy-4-methoxyphenyl)-N-methylacetamid